OCCCC1=CN(C(O1)=O)C1=NC2=C(OCC(N2COCC[Si](C)(C)C)=O)N=C1 6-[5-(3-Hydroxypropyl)-2-oxo-oxazol-3-yl]-4-(2-trimethylsilylethoxymethyl)pyrazino[2,3-b][1,4]oxazin-3-one